C(C)(CC)C1=NC=CC(=C1N)C1=C(C=CC(=C1)F)F 2-(sec-butyl)-4-(2,5-difluorophenyl)pyridin-3-amine